C(#N)C=1C=C(C=NC1)N1CCN(CC1)C(=O)OC(C)(C)C tert-butyl 4-(5-cyanopyridin-3-yl)piperazine-1-carboxylate